C(CC=1C(C(=O)O)=CC=CC1)(=O)O homophthalic acid